(S)-4-Methoxy-5-(pyrazolo[1,5-a]pyridin-5-yl)-N-(1-(pyridin-2-yl)ethyl)pyrrolo[2,1-f][1,2,4]triazin-2-amine COC1=NC(=NN2C1=C(C=C2)C2=CC=1N(C=C2)N=CC1)N[C@@H](C)C1=NC=CC=C1